C(C)C1SC2(NC1)COCC2 ethyl-7-oxa-1-thia-4-azaspiro[4.4]nonan